[N+](=O)([O-])C1=CC=C(C=C1)N1[C@@H](CCC1)C=O N-(4-nitrophenyl)-(s)-prolinal